(R)-5-chloro-4-(3-methylpiperazin-1-yl)-N-(quinoxalin-6-ylmethyl)pyridin-3-amine ClC=1C(=C(C=NC1)NCC=1C=C2N=CC=NC2=CC1)N1C[C@H](NCC1)C